C1(CCCCC1)CSC1=NC=2C(=NC=CC2)N1 2-((cyclohexylmethyl)thio)-3H-imidazo[4,5-b]pyridine